4-[4-[[2-[2-(5-ethoxypyridin-3-yl)ethynyl]phenyl]methyl]piperazin-1-yl]benzamide C(C)OC=1C=C(C=NC1)C#CC1=C(C=CC=C1)CN1CCN(CC1)C1=CC=C(C(=O)N)C=C1